C1(CCCC1)C=1N(N=C2C(=CC(=CC12)C1=NC(=NC=C1F)NC1=NC=C(C=C1)CN1CCN(CC1)CCC)F)C 4-(3-cyclopentyl-7-fluoro-2-methyl-2H-indazol-5-yl)-5-fluoro-N-(5-((4-propylpiperazin-1-yl)methyl)pyridin-2-yl)pyrimidin-2-amine